(S)-2-(3-chloro-4-methylthiophene-2-carboxamido)-N1-(1-(2-(2-adamantylamino)-2-oxoethyl)-2-oxo-1,2-dihydropyridin-3-yl)-N6-methyl-5-oxohexanediamide ClC1=C(SC=C1C)C(=O)N[C@H](C(=O)NC=1C(N(C=CC1)CC(=O)NC1C2CC3CC(CC1C3)C2)=O)CCC(C(=O)NC)=O